1-(4-nitrophenyl)-3-phenylurea [N+](=O)([O-])C1=CC=C(C=C1)NC(=O)NC1=CC=CC=C1